N-[(1R)-1-(2,4-dichlorophenyl)ethyl]-5-(difluoromethoxy)-2-piperazin-1-yl-pyrimidin-4-amine ClC1=C(C=CC(=C1)Cl)[C@@H](C)NC1=NC(=NC=C1OC(F)F)N1CCNCC1